FC(S(=O)(=O)OC=1C=CC=C2CC[C@@]3(C12)CCOC1=CC=CC=C13)(F)F |r| (R/S)-7'-trifluoromethylsulfonyloxy-2',3'-dihydrospiro[chromane-4,1'-indene]